3-(3,4-difluoro-2-methoxyphenyl)-4,5-dimethyl-5-phenyltetrahydrofuran-2-carboxylic acid ethyl ester C(C)OC(=O)C1OC(C(C1C1=C(C(=C(C=C1)F)F)OC)C)(C1=CC=CC=C1)C